N~3~,N~3~-diethyl-beta-alaninamide C(C)N(CCC(=O)N)CC